Cl.C(CC1=CC=CC=C1)N1C(=NN=C1N)N phenethyl-4H-1,2,4-triazole-3,5-diamine hydrochloride